C(C)(C)(C)C=1C=CC(=C(C1)S(=O)(=O)NC(=O)C1=NC2=CC=CC(=C2C=C1)N1N=CC=C1)OC N-((5-(tert-butyl)-2-methoxyphenyl)sulfonyl)-5-(1H-pyrazol-1-yl)quinoline-2-carboxamide